methyl-(dioctadecyl)ammonium C[NH+](CCCCCCCCCCCCCCCCCC)CCCCCCCCCCCCCCCCCC